(R)-4-((4-(1,3,4-thiadiazol-2-yl)bicyclo[2.2.2]oct-1-yl)amino)-6-chloro-N-(2-fluoro-3-hydroxy-3-methylbutyl)nicotinamide S1C(=NN=C1)C12CCC(CC1)(CC2)NC2=CC(=NC=C2C(=O)NC[C@H](C(C)(C)O)F)Cl